N-[2-(aminocarbonyl)phenyl]-3-chloro-4-methoxybenzamide NC(=O)C1=C(C=CC=C1)NC(C1=CC(=C(C=C1)OC)Cl)=O